ClC=1C(=CC2=C(N(C[C@@H](N(S2(=O)=O)C)C2CCCCC2)C2=CC=CC=C2)C1)C1CC(C1)C(=O)O (1S,3s)-3-((R)-7-chloro-3-cyclohexyl-2-methyl-1,1-dioxido-5-phenyl-2,3,4,5-tetrahydrobenzo[f][1,2,5]thiadiazepin-8-yl)cyclobutane-1-carboxylic acid